(2-(3-methylphenethylamino)-4-morpholinopyrido[3,2-d]pyrimidin-7-yl)(pyridin-3-yl)methanol CC=1C=C(CCNC=2N=C(C3=C(N2)C=C(C=N3)C(O)C=3C=NC=CC3)N3CCOCC3)C=CC1